(1S,SR,6r)-benzyl 6-vinyl-3-azabicyclo[3.1.0]hexane-3-carboxylate C(=C)C1[C@@H]2CN(C[C@@H]12)C(=O)OCC1=CC=CC=C1 |&1:3|